C(C1=CC=CC=C1)OC(=O)NCCN(C(C1=CC=CC=C1)=O)CCNC(=O)C1=CC=C(CN(C(OC(C)(C)C)=O)C)C=C1 tert-butyl (4-((2-(N-(2-(((benzyloxy)carbonyl)amino)ethyl) benzamido)ethyl)carbamoyl)benzyl)(methyl)carbamate